O1CNCC=C1 3,4-dihydro-2H-1,3-oxazin